ClC1=CC=C(C=C1)N1CC2(CC2C1)C#CC1=NC=CC=C1 3-(4-chlorophenyl)-1-(pyridin-2-ylethynyl)-3-azabicyclo[3.1.0]hexane